N1=C(C=CC=2CCCNC12)CN1CC2(CC1)CCN(CC2)C/C=C/C(=O)OC methyl (E)-4-(2-((5,6,7,8-tetrahydro-1,8-naphthyridin-2-yl)methyl)-2,8-diazaspiro[4.5]decane-8-yl)but-2-enoate